5-((5-(5-cyclopropylpyridin-2-yl)oxazol-2-yl)amino)-N'-hydroxypyridineformamidine ethyl-4-aminobutyrate C(C)OC(CCCN)=O.C1(CC1)C=1C=CC(=NC1)C1=CN=C(O1)NC=1C=CC(=NC1)C(=NO)N